tert-Butyl 7-chloro-2-methyl-4-nitro-1H-indole-1-carboxylate ClC=1C=CC(=C2C=C(N(C12)C(=O)OC(C)(C)C)C)[N+](=O)[O-]